ClC=1C=C(C2=C(C=C(O2)CNC(=O)C2=CN=CN(C2=O)CC)C1)C(=O)OC Methyl 5-chloro-2-((1-ethyl-6-oxo-1,6-dihydropyrimidine-5-carboxamido)methyl)benzofuran-7-carboxylate